Sodium (2SR,5RS)-N',N'-dimethyl-7-oxo-6-(sulfooxy)-1,6-diazabicyclo[3.2.1]octane-2-carbohydrazide CN(NC(=O)[C@H]1N2C(N([C@H](CC1)C2)OS(=O)(=O)O)=O)C.[Na] |r|